N1(CCCCC1)CCCCCCCCCCN 10-(piperidin-1-yl)decan-1-amine